C1(CC1)C1=C(C(=NO1)C1=C(C=CC=C1Cl)Cl)CO 1-(5-cyclopropyl-3-(2,6-dichlorophenyl)isoxazol-4-yl)methanol